BrC=1C=2C[C@H]3N([C@H](C2C=CC1)C)C(OC3)=O (5S,10aR)-9-bromo-5-methyl-1,5,10,10a-tetrahydro-3H-oxazolo[3,4-b]isoquinolin-3-one